6-(2-amino-1H-benzo[d]imidazol-6-yl)quinazolin-4(3H)-one NC1=NC2=C(N1)C=C(C=C2)C=2C=C1C(NC=NC1=CC2)=O